CC1=C(C=C(C=C1)C(F)(F)F)C=1C=C2C(=NC1)N(C(N2CC(=O)O)=O)C(C2=CC=CC=C2)(C2=CC=CC=C2)C2=CC=CC=C2 2-(6-(2-methyl-5-(trifluoromethyl)phenyl)-2-oxo-3-trityl-2,3-dihydro-1H-imidazo[4,5-b]pyridin-1-yl)acetic acid